CC=1OC2=C(C1CNC)C=CC=C2N 2-methyl-3-((methylamino)methyl)benzofuran-7-amine